(3S,4R,5R,6S)-1-{4-[(4'-methyl-4-biphenylyl)methoxy]butyl}-3,4,5,6-azepanetetrol CC1=CC=C(C=C1)C1=CC=C(C=C1)COCCCCN1C[C@@H]([C@H]([C@@H]([C@H](C1)O)O)O)O